(1-(4-(naphthalen-2-yl)pyrimidin-2-yl)piperidin-4-yl)methylamine C1=C(C=CC2=CC=CC=C12)C1=NC(=NC=C1)N1CCC(CC1)CN